N-(2-cyclopropyl-4-iodo-5-methylphenyl)-N-(3,5-dimethylpyridin-2-yl)-3-(thian-4-yl)prop-2-ynamide C1(CC1)C1=C(C=C(C(=C1)I)C)N(C(C#CC1CCSCC1)=O)C1=NC=C(C=C1C)C